(S)-Ethyl 11-(benzyloxy)-6-(tert-butyl)-2-cyclopropyl-3-(3-methoxypropoxy)-10-oxo-6,10-dihydro-5H-pyrido[1,2-h][1,7]naphthyridine-9-carboxylate C(C1=CC=CC=C1)OC=1C(C(=CN2[C@@H](CC=3C=C(C(=NC3C21)C2CC2)OCCCOC)C(C)(C)C)C(=O)OCC)=O